4-[6-[[5-fluoro-4-(3-isopropyl-2-methyl-2H-indazol-5-yl)pyrimidin-2-yl]amino]-4-methyl-3-pyridinyl]piperazine-1-carboxylic acid tert-butyl ester C(C)(C)(C)OC(=O)N1CCN(CC1)C=1C=NC(=CC1C)NC1=NC=C(C(=N1)C1=CC2=C(N(N=C2C=C1)C)C(C)C)F